N-(4-methyl-3-(7-methyl-8-oxo-2-((2-(thiophen-2-yl)ethyl)amino)-7,8-dihydropyrido[3,4-d]pyrimidin-6-yl)phenyl)-3-(trifluoromethyl)benzamide CC1=C(C=C(C=C1)NC(C1=CC(=CC=C1)C(F)(F)F)=O)C1=CC2=C(N=C(N=C2)NCCC=2SC=CC2)C(N1C)=O